1-(5-bromo-2-cyclopropyl-2H-1,2,3-triazol-4-yl)ethan-1-one BrC=1C(=NN(N1)C1CC1)C(C)=O